FC=1C(=C(C=CC1F)C(=O)N1C[C@@]2(CC1)C=C(C(C(C2)(C)C)=O)C#N)OC (5S)-2-(3,4-difluoro-2-methoxybenzene-1-carbonyl)-9,9-dimethyl-8-oxo-2-azaspiro[4.5]dec-6-ene-7-carbonitrile